OC(CNC(=O)C=1C(=C(C(=C(C1I)C(NCC(CO)O)=O)I)N(C(C)=O)CC1CNC2=C(O1)C(=C(C(=C2I)C(=O)NCC(CO)O)I)C(=O)NCC(CO)O)I)CO 2-((N-(3,5-bis((2,3-dihydroxypropyl)carbamoyl)-2,4,6-triiodo-phenyl)acetamido)methyl)-N6,N8-bis(2,3-dihydroxypropyl)-5,7-diiodo-3,4-dihydro-2H-benzo[b][1,4]oxazine-6,8-dicarboxamide